N-(methyl(oxo)(phenyl)-λ6-sulfaneylidene)-2-(4-(5-(trifluoromethyl)-1,2,4-oxadiazol-3-yl)phenyl)acetamide CS(=NC(CC1=CC=C(C=C1)C1=NOC(=N1)C(F)(F)F)=O)(C1=CC=CC=C1)=O